6-(isoquinoline-4-yl)-7-methoxyl-1,9-dimethyl-9H-pyrido[3,4-b]indole C1=NC=C(C2=CC=CC=C12)C=1C=C2C3=C(N(C2=CC1OC)C)C(=NC=C3)C